benzyl (R)-4-amino-3-((tert-butoxy carbonyl)amino)-4-oxobutanoate NC([C@@H](CC(=O)OCC1=CC=CC=C1)NC(=O)OC(C)(C)C)=O